C(C)OC(=C)C=1C(=C(C(=O)N)C=CC1)F (1-ethoxyvinyl)-2-fluorobenzamide